COC1=C(C=C(C(=C1)OC)N)N 4,6-dimethoxy-m-phenylenediamine